tert-butyl (2S,3aS,6aS)-2-{[(1S)-1-cyano-2-[4-(3-methyl-2-oxo-1,3-benzoxazol-5-yl)phenyl]ethyl]carbamoyl}-hexahydro-2H-cyclopenta[b]pyrrole-1-carboxylate C(#N)[C@H](CC1=CC=C(C=C1)C=1C=CC2=C(N(C(O2)=O)C)C1)NC(=O)[C@@H]1C[C@H]2[C@@H](N1C(=O)OC(C)(C)C)CCC2